N,N'-(Naphthalene-1,4-diyl)bis(4-(trifluoromethyl)benzenesulfonamide) C1(=CC=C(C2=CC=CC=C12)NS(=O)(=O)C1=CC=C(C=C1)C(F)(F)F)NS(=O)(=O)C1=CC=C(C=C1)C(F)(F)F